(S)-3,4-dimethyl-6,7,7a,8,10,11-hexahydro-9H-pyrazino[1,2-d]pyrido[3,2-b][1,4]oxazepin CC1=C(C=2OCC[C@@H]3N(C2N=C1)CCNC3)C